N-(2,2-dimethoxyethyl)-6-oxo-1,6-dihydropyridine-2-carboxamide COC(CNC(=O)C=1NC(C=CC1)=O)OC